COC1=NC(=NC=C1OC(C(F)([2H])[2H])([2H])[2H])N [4-methoxy-5-(1,1,2,2-tetradeuterio-2-fluoro-ethoxy)pyrimidin-2-yl]amine